1-ethyl-3-benzylpyrido[4,3-d]pyrimidine-2,4,5(1H,3H,6H)-trione C(C)N1C(N(C(C2=C1C=CNC2=O)=O)CC2=CC=CC=C2)=O